methyl 2-(3-bromophenyl)-2-methoxypropanoate BrC=1C=C(C=CC1)C(C(=O)OC)(C)OC